but-3-yn-1-yl{6-[({[(Z)-(1-methyl-1H-tetrazol-5-yl)(phenyl)methylene]amino} oxy)methyl]pyridin-2-yl}carbamate C(CC#C)OC(NC1=NC(=CC=C1)CO\N=C(\C1=CC=CC=C1)/C1=NN=NN1C)=O